3-chloro-6-[(4-chlorophenyl)[4-(methylsulfanyl)-1-{[2-(trimethylsilyl)ethoxy]methyl}-1H-imidazol-2-yl]methyl]-2-(trifluoromethyl)pyridine ClC=1C(=NC(=CC1)C(C=1N(C=C(N1)SC)COCC[Si](C)(C)C)C1=CC=C(C=C1)Cl)C(F)(F)F